1H-imidazol-3-ium bromide dihydrochloride Cl.Cl.[Br-].N1C=[NH+]C=C1